7-bromo-2-((2-(trimethylsilyl)ethoxy)methyl)-2H-indazol BrC1=CC=CC2=CN(N=C12)COCC[Si](C)(C)C